5-(2-((6-cyclopropyl-2-methylisoindolin-5-yl)amino)-5-(trifluoromethyl)pyrimidin-4-yl)thiophene-3-carboxylic acid C1(CC1)C1=C(C=C2CN(CC2=C1)C)NC1=NC=C(C(=N1)C1=CC(=CS1)C(=O)O)C(F)(F)F